2-(4-chloro-1H-pyrazol-1-yl)-N-(2,4-dimethoxybenzyl)-5-nitrobenzenesulfonamide ClC=1C=NN(C1)C1=C(C=C(C=C1)[N+](=O)[O-])S(=O)(=O)NCC1=C(C=C(C=C1)OC)OC